5-(trifluoromethoxy)spiro[indan-2,4'-piperidine] FC(OC=1C=C2CC3(CCNCC3)CC2=CC1)(F)F